C1(=CC=CC=C1)P(C1=CC=CC=C1)(C1=CC=CC=C1)[Pd] (triphenylphosphoranyl)palladium